6-{[(3R,4R)-4-hydroxy-4-methyloxolan-3-yl]oxy}-N-[6-(2-methylphenyl)-5-(trifluoromethyl)pyridin-2-yl]pyridine-2-sulfonamide O[C@]1([C@@H](COC1)OC1=CC=CC(=N1)S(=O)(=O)NC1=NC(=C(C=C1)C(F)(F)F)C1=C(C=CC=C1)C)C